5-(4-Cyclohexylphenyl)-3-(3-(fluoromethyl)azetidine-1-carbonyl)-2-(3-methylpyrazin-2-yl)pyrazolo[1,5-a]pyrimidin-7(4H)-one C1(CCCCC1)C1=CC=C(C=C1)C=1NC=2N(C(C1)=O)N=C(C2C(=O)N2CC(C2)CF)C2=NC=CN=C2C